COC1=C(NC2=C(C=CC=C2)[N+](=O)[O-])C=CC=C1 2-methoxy-N-(2-nitrophenyl)aniline